(1R,2R)-2-(4-(4-(4-(5-((S)-1-Amino-1-(4-fluorophenyl)ethyl)pyrimidin-2-yl)piperazin-1-yl)pyrrolo[2,1-f][1,2,4]triazin-6-yl)-1H-pyrazol-1-yl)cyclobutanol N[C@@](C)(C1=CC=C(C=C1)F)C=1C=NC(=NC1)N1CCN(CC1)C1=NC=NN2C1=CC(=C2)C=2C=NN(C2)[C@H]2[C@@H](CC2)O